5-((DIETHYLAMINO)METHYL)FURAN-2-YLBORONIC ACID C(C)N(CC)CC1=CC=C(O1)B(O)O